4-(3-amino-4-cyanophenyl)-1H-indole NC=1C=C(C=CC1C#N)C1=C2C=CNC2=CC=C1